2-(piperidin-1-yl)pyrimidine-5-carboxamide N1(CCCCC1)C1=NC=C(C=N1)C(=O)N